6-(2-chlorophenyl)-5-ethynyl-2-((2-methoxy-4-(4-methylpiperazin-1-yl)phenyl)amino)-8-methylpyrido[2,3-d]pyrimidin-7(8H)-one ClC1=C(C=CC=C1)C1=C(C2=C(N=C(N=C2)NC2=C(C=C(C=C2)N2CCN(CC2)C)OC)N(C1=O)C)C#C